N-[(1R)-1-[3-methoxy-5-(1-methylpyrazol-4-yl)phenyl]ethyl]-2-methyl-benzamide COC=1C=C(C=C(C1)C=1C=NN(C1)C)[C@@H](C)NC(C1=C(C=CC=C1)C)=O